The molecule is a 1,2-diacyl-sn-glycerol in which the acyl groups positions 1 and 2 are specified as alpha-linolenoyl and (11Z,14Z)-icosadienoyl respectively. It has a role as a human blood serum metabolite. It is a 1,2-diacyl-sn-glycerol and a diacylglycerol 38:5. It derives from an alpha-linolenic acid and an (11Z,14Z)-icosadienoic acid. CCCCC/C=C\\C/C=C\\CCCCCCCCCC(=O)O[C@@H](CO)COC(=O)CCCCCCC/C=C\\C/C=C\\C/C=C\\CC